FCCCCC(C)OC(=O)NC1=C(N=NN1C)C1=CC=C(C(=N1)C)C#CC1(CC1)CC(=O)O 2-(1-((6-(5-((((6-fluorohexan-2-yl)oxy)carbonyl)amino)-1-methyl-1H-1,2,3-triazol-4-yl)-2-methylpyridin-3-yl)ethynyl)cyclopropyl)acetic acid